O1C[C@H](CC1)CO [(3R)-tetrahydrofuran-3-yl]methanol